Br[Zn]CC(=O)OC(C)(C)C tert-Butyl 2-(bromozincio)acetate